C1(CC1)OC1=C(C=C(C=C1)C(F)(F)F)[N+](=O)[O-] 1-cyclopropoxy-2-nitro-4-(trifluoromethyl)benzene